[Si](C)(C)(C(C)(C)C)OCCCC1=C(C=NC=C1OC)NC(C(C)(C)C)=O N-(4-(3-((tert-butyldimethylsilyl)oxy)propyl)-5-methoxypyridin-3-yl)pivalamide